FC=1C=C(CNC(C(=O)N[C@@H]2C(N(C3=C(OC2)C=CC=C3)C)=O)=O)C=C(C1)F (S)-N1-(3,5-difluorobenzyl)-N2-(5-methyl-4-oxo-2,3,4,5-tetrahydrobenzo[b][1,4]oxazepin-3-yl)oxalamide